methyl 5-(3-hydroxycyclobutyl)-6-methoxynicotinate OC1CC(C1)C=1C(=NC=C(C(=O)OC)C1)OC